(3-pyridyl)-1-butanol N1=CC(=CC=C1)C(CCC)O